3,3-diphenyl-3-(t-butyldimethylsilyloxy)propynyl bromide C1(=CC=CC=C1)C(C#CBr)(O[Si](C)(C)C(C)(C)C)C1=CC=CC=C1